(R)-2-methyl-4-(3-(trifluoromethoxy)benzyl)piperazine-1-carboxylic acid 5-carbamoylpyridin-3-yl ester C(N)(=O)C=1C=C(C=NC1)OC(=O)N1[C@@H](CN(CC1)CC1=CC(=CC=C1)OC(F)(F)F)C